bis(3-(1H-pyrazol-1-yl)phenyl)amine N1(N=CC=C1)C=1C=C(C=CC1)NC1=CC(=CC=C1)N1N=CC=C1